acryloyl-oxyethyl-trimethoxysilane C(C=C)(=O)OCC[Si](OC)(OC)OC